2-[(3R)-3-methyl-[1,4'-bipiperidine]-1'-yl]-N-[(1R)-1-(4-methylphenyl)ethyl]-1,3-thiazole-5-carboxamide C[C@H]1CN(CCC1)C1CCN(CC1)C=1SC(=CN1)C(=O)N[C@H](C)C1=CC=C(C=C1)C